tert-butyl-2-cyano-4-(2-(1-ethyl-3-(trifluoromethyl)-1H-pyrazol-4-yl)phenyl)-3-fluoro-4,7-dihydrothieno[2,3-c]pyridine-6(5H)-carboxylate C(C)(C)(C)OC(=O)N1CC2=C(C(C1)C1=C(C=CC=C1)C=1C(=NN(C1)CC)C(F)(F)F)C(=C(S2)C#N)F